C1(=CC=CC=C1)C(C(=O)N[C@H](CCCNC(N)=N)C(=O)N[C@H](C)C1=CC=C(C=C1)O)C1=CC=CC=C1 (R)-N2-(diphenylacetyl)-(R)-N-[1-(4-hydroxyphenyl)ethyl]Arginine amide